2-(4-Chloropyrido[3,4-d]pyridazin-1-yl)-5-cyclopropyl-phenol ClC=1N=NC(=C2C1C=NC=C2)C2=C(C=C(C=C2)C2CC2)O